2,3,5-trihydroxy-1,4-benzoquinone OC=1C(C=C(C(C1O)=O)O)=O